2-[[(1R)-1-[2-(3,3-Difluoropyrrolidin-1-yl)-3,6-dimethyl-4-oxo-chromen-8-yl]ethyl]amino]benzoic acid FC1(CN(CC1)C=1OC2=C(C=C(C=C2C(C1C)=O)C)[C@@H](C)NC1=C(C(=O)O)C=CC=C1)F